N-(2-methylthioethyl)p-acetamidobenzenesulfonamide tert-Butyl-4-[2-[(1R)-1-hydroxyethyl]-1H-imidazo[4,5-d]thieno[3,2-b]pyridin-1-yl]piperidine-1-carboxylate C(C)(C)(C)OC(=O)N1CCC(CC1)N1C(=NC=2C1=C1C(=NC2)C=CS1)[C@@H](C)O.CSCCNS(=O)(=O)C1=CC=C(C=C1)NC(C)=O